FC1(CCN(CC1)C1=NC=CC=N1)F (4,4-difluoropiperidin-1-yl)pyrimidin